N-[4-(4-chlorophenyl)-1-oxophthalazin-2(1H)-yl]-2-(3,4-dichlorophenyl)acetamide ClC1=CC=C(C=C1)C1=NN(C(C2=CC=CC=C12)=O)NC(CC1=CC(=C(C=C1)Cl)Cl)=O